5-bromo-2-(3,5-difluoroanilino)-N-(6-methyl-2-bicyclo[4.2.0]octyl)thiazole-4-carboxamide BrC1=C(N=C(S1)NC1=CC(=CC(=C1)F)F)C(=O)NC1C2CCC2(CCC1)C